[6-[3-(1-hydroxycyclopropyl)-1,2,4-triazol-1-yl]-2-azaspiro[3.3]heptan-2-yl]-[6-[(4-mesylpyrazol-1-yl)methyl]-2-azaspiro[3.3]heptan-2-yl]methanone OC1(CC1)C1=NN(C=N1)C1CC2(CN(C2)C(=O)N2CC3(C2)CC(C3)CN3N=CC(=C3)S(=O)(=O)C)C1